trifluoromethanesulfonyl-(2-(2-((triisopropylsilyl)ethynyl)phenoxy))ethylamine FC(S(=O)(=O)NCCOC1=C(C=CC=C1)C#C[Si](C(C)C)(C(C)C)C(C)C)(F)F